CC1N(CC(CC1COS(=O)(=O)C)C)C(=O)OC(C)(C)C tert-Butyl 2,5-dimethyl-3-(((methylsulfonyl)oxy)methyl)piperidine-1-carboxylate